C(C)[N+](CCC)(CCC)CCC n-ethyl-tripropylammonium